C(C)(C)(C)OC(=O)N1CCC(CC1)(C)C=1OC2=C(N1)C=CC(=C2)Br 4-(6-bromo-1,3-benzoxazol-2-yl)-4-methylpiperidine-1-carboxylic acid tert-butyl ester